C[C@@H]1N(C[C@H](N(C1)CC1CCOCC1)C)C(=O)N1C(C=2NN=C(C2C1)NC1=NC(=NC=C1F)OCC)(C)C 5-{[(2S,5R)-2,5-dimethyl-4-(tetrahydro-2H-pyran-4-ylmethyl)piperazin-1-yl]carbonyl}-N-(2-ethoxy-5-fluoropyrimidin-4-yl)-6,6-dimethyl-1,4,5,6-tetrahydropyrrolo[3,4-c]pyrazol-3-amine